5-chloro-N-(1,1-dimethylsilacyclohexan-4-yl)-4,6-dimethyl-1H-pyrrolo[2,3-b]pyridine-2-carboxamide ClC=1C(=C2C(=NC1C)NC(=C2)C(=O)NC2CC[Si](CC2)(C)C)C